(S)-N-(3-chloro-4-fluorophenyl)-1,2,4-trimethyl-5-(2-oxo-2-((1,1,1-trifluoroprop-2-yl)amino)acetyl)-1H-pyrrole-3-carboxamide ClC=1C=C(C=CC1F)NC(=O)C1=C(N(C(=C1C)C(C(N[C@H](C(F)(F)F)C)=O)=O)C)C